tert-butyl 4-fluoro-4-(5-((1S,5R)-3-(8-(trifluoromethoxy)quinolin-5-yl)-5-(trifluoromethyl)-3-azabicyclo[3.1.0]hexan-1-yl)-1,3,4-oxadiazol-2-yl)piperidine-1-carboxylate FC1(CCN(CC1)C(=O)OC(C)(C)C)C=1OC(=NN1)[C@@]12CN(C[C@]2(C1)C(F)(F)F)C1=C2C=CC=NC2=C(C=C1)OC(F)(F)F